(1S,2R,5R)-5-(4-amino-7H-pyrrolo[2,3-d]pyrimidin-7-yl)-3-(((2-(methylamino)quinolin-7-yl)oxy)methyl)cyclopent-3-ene-1,2-diol NC=1C2=C(N=CN1)N(C=C2)[C@@H]2C=C([C@H]([C@H]2O)O)COC2=CC=C1C=CC(=NC1=C2)NC